C(C)(=O)N1CC2(CN(C2)C(=O)C=2C=CC(=C(C2)C=2C3=C(C(N(C2)C\C=C\C)=O)NC=C3)OC)C1 4-[5-(6-acetyl-2,6-diazaspiro[3.3]heptane-2-carbonyl)-2-methoxy-phenyl]-6-[(E)-but-2-enyl]-1H-pyrrolo[2,3-c]pyridin-7-one